3-[(1S,3R)-3-[[4-(oxetan-3-yloxy)-5-(trifluoromethyl)pyrimidin-2-yl]amino]cyclohexyl]-[1,2,4]triazolo[4,3-a]pyrimidin-7-ol O1CC(C1)OC1=NC(=NC=C1C(F)(F)F)N[C@H]1C[C@H](CCC1)C1=NN=C2N1C=CC(=N2)O